[N+](=O)([O-])C=1C=C(CC=2NC3=C(C=CC=C3C2)C=2N=NN(C2)C=2C=CC=C3C=CC(OC23)=O)C=CC1 8-(4-(2-(3-nitrobenzyl)-1H-indol-7-yl)-1H-1,2,3-triazol-1-yl)-2H-chromen-2-one